9-Butoxy-9-oxononanoic acid C(CCC)OC(CCCCCCCC(=O)O)=O